pentadecafluorotetracosane FC(C(C(C(C(C(C(F)(F)F)(F)F)(F)F)(F)F)(F)F)(F)F)(CCCCCCCCCCCCCCCCC)F